O1CC(C1)OC1=NC(=NC=C1C(F)(F)F)N[C@H]1CN(CCC1)C1=NN=C2N1CCC(C2)C(F)(F)F 4-(oxetan-3-yloxy)-5-(trifluoromethyl)-N-[(3R)-1-[7-(trifluoromethyl)-5,6,7,8-tetrahydro-[1,2,4]triazolo[4,3-a]pyridin-3-yl]-3-piperidyl]pyrimidin-2-amine